1-(3-(((3-((2-((3R,4S)-3-hydroxy-4-methoxypiperidin-1-yl)pyrimidin-4-yl)amino)-5-isopropylisoquinolin-8-yl)oxy)methyl)azetidin-1-yl)ethan-1-one O[C@@H]1CN(CC[C@@H]1OC)C1=NC=CC(=N1)NC=1N=CC2=C(C=CC(=C2C1)C(C)C)OCC1CN(C1)C(C)=O